N[C@H]1C2=CC=C(C=C2CC12CCN(CC2)C=2N=NC(=CN2)SC2=C(C(=NC=C2)NC)Cl)C#N (R)-1-amino-1'-(6-((3-chloro-2-(methylamino)pyridin-4-yl)thio)-1,2,4-triazin-3-yl)-1,3-dihydrospiro[indene-2,4'-piperidine]-5-carbonitrile